(S)-1-(2-ethyl-2-hydroxybutyl)-4-prolylpiperazine Tert-butyl-(S)-2-(4-(2-ethyl-2-hydroxybutyl)piperazin-1-carbonyl)pyrrolidin-1-carboxylate C(C)(C)(C)OC(=O)N1[C@@H](CCC1)C(=O)N1CCN(CC1)CC(CC)(O)CC.C(C)C(CN1CCN(CC1)C([C@H]1NCCC1)=O)(CC)O